[N+](=O)([O-])C1=C(C=CC(=C1)[N+](=O)[O-])SC1=C(C=C(C=C1)[N+](=O)[O-])[N+](=O)[O-] 2,4-dinitrophenyl sulfide